1,2-di-O-Phytanoyl-sn-glycero-3-phosphocholine C(CC(C)CCCC(C)CCCC(C)CCCC(C)C)(=O)OC[C@@H](OC(CC(C)CCCC(C)CCCC(C)CCCC(C)C)=O)COP(=O)([O-])OCC[N+](C)(C)C